bis[(2,6-diphenyl)phenoxy]aluminum C1(=CC=CC=C1)C1=C(O[Al]OC2=C(C=CC=C2C2=CC=CC=C2)C2=CC=CC=C2)C(=CC=C1)C1=CC=CC=C1